BrC1=CC=C2C(=NN=C(C2=C1)NC(C)C1=C(C(=CC=C1)C(F)(F)F)C)CN(C)C 7-bromo-4-((dimethyl-amino)methyl)-N-(1-(2-methyl-3-(trifluoromethyl)phenyl)ethyl)phthalazin-1-amine